R-benzofuranone O1C(CC2=C1C=CC=C2)=O